(R)-Cyclopropyl(1-((2-(trimethylsilyl)ethoxy)methyl)-1H-benzo[d]imidazol-6-yl)methanamine C1(CC1)[C@@H](N)C=1C=CC2=C(N(C=N2)COCC[Si](C)(C)C)C1